N1CCC(CC1)CN1CNCC2=C1SC(=C2)S(=O)(=O)N (Piperidine-4-ylmethyl)-1,2,3,4-tetrahydrothieno[2,3-d]pyrimidin-6-sulfonamide